di(pentadecan-7-yl) 5,5'-(((1-(2-morpholinoethyl)-1H-pyrazol-4-yl)methyl)azanediyl)dipentanoate O1CCN(CC1)CCN1N=CC(=C1)CN(CCCCC(=O)OC(CCCCCC)CCCCCCCC)CCCCC(=O)OC(CCCCCC)CCCCCCCC